(1S,3S)-N-(7-chloro-6-(1-((3R,4R)-4-hydroxy-3-methyltetrahydrofuran-3-yl)piperidin-4-yl)isoquinolin-3-yl)-2,2-dimethyl-3-(pyridin-2-yl)cyclopropane-1-carboxamide ClC1=C(C=C2C=C(N=CC2=C1)NC(=O)[C@@H]1C([C@H]1C1=NC=CC=C1)(C)C)C1CCN(CC1)[C@@]1(COC[C@@H]1O)C